CC12C(N(C=3C(=NC(=NC13)C1=CC=C(C=C1)NC(=O)NCC)N1CCOCC1)C)OCC2 1-(4-(3a,8-dimethyl-7-morpholin-4-yl-3,3a,8,8a-tetrahydro-2h-1-oxa-4,6,8-triaza-cyclopenta[a]inden-5-yl)-phenyl)-3-ethyl-urea